FC1=C(C=C(C=C1)N1C=NC2=C(C=C(C=C2C1=O)CNCC(C)C)C(F)(F)F)C1(CC(C1)C)C1=NN=CN1C 3-(4-Fluoro-3-((1s,3s)-3-methyl-1-(4-methyl-4H-1,2,4-triazol-3-yl)cyclobutyl)phenyl)-6-((isobutylamino)methyl)-8-(trifluoromethyl)quinazolin-4(3H)-one